ClC1(C(C2CC=CC12)=O)Cl (+/-)-7,7-dichloro-bicyclo[3.2.0]hept-2-en-6-one